3-(4-fluoro-3-(4,4,5,5-tetramethyl-1,3,2-dioxaborolane-2-yl)phenoxy)propan-1-ol FC1=C(C=C(OCCCO)C=C1)B1OC(C(O1)(C)C)(C)C